ClC=1C=CC2=C(N(CN(S2(=O)=O)[C@@H]([C@H](C)C2=C(C(=CC=C2F)C)C)C2=NNC(O2)=O)CCNC)C1 5-((1S,2R)-1-(6-chloro-4-(2-(methylamino)ethyl)-1,1-dioxido-3,4-dihydro-2H-benzo[e][1,2,4]thiadiazin-2-yl)-2-(6-fluoro-2,3-dimethylphenyl)propyl)-1,3,4-oxadiazol-2(3H)-one